BrCC(=O)NC1=CC=C(C(=O)C2=CC=C(C=C2)NC(CCC#C)=O)C=C1 N-(4-(4-(2-bromoacetamido)benzoyl)phenyl)pent-4-ynamide